[C@H]12COC[C@H](CC(C1)OC1=C(C=C(C=C1)C(CC)=O)C1=CC=3N(C=C1)N=C(C3)NC(=O)C3CC3)N2 N-[5-[2-[[(1R,5S)-3-oxa-9-azabicyclo[3.3.1]nonan-7-yl]oxy]-5-propanoyl-phenyl]pyrazolo[1,5-a]pyridin-2-yl]cyclopropanecarboxamide